2-(1H-pyrrol-1-yl)benzyl alcohol N1(C=CC=C1)C1=C(CO)C=CC=C1